NC1=NN2C(C=C(C=C2)C=2C(=C(OCCC(C(O)C3=CC=C(C=C3)F)F)C=CC2)F)=N1 4-(3-(2-amino-[1,2,4]triazolo[1,5-a]pyridin-7-yl)-2-fluorophenoxy)-2-fluoro-1-(4-fluorophenyl)butan-1-ol